CC1(OC=2C=C(C=CC2C=2C=NC(=CC21)NC=2C=C(C=NC2)NC(CCC=2C=C(C=CC2)NC(\C=C\CN(C)C)=O)=O)N2C(CCC2)=O)C (E)-N-(3-(3-((5-((5,5-dimethyl-8-(2-oxo-pyrrolidin-1-yl)-5H-chromeno[4,3-c]pyridin-3-yl)amino)pyridin-3-yl)-amino)-3-oxopropyl)-phenyl)-4-(dimethyl-amino)but-2-enamide